P(=S)(SC(C)(C)C)(OC(C)(C)C)[O-] Di-tert-butyl dithiophosphate